C(C1=CC=CC=C1)OCN1C=CC2=CC(=CC(=C12)N1C2CN(CC1CC2)C(C2=C(C=C(C=C2)F)Cl)=O)S(=O)(=O)N(C([2H])([2H])[2H])C(C)(C)C 1-(benzyloxymethyl)-N-tert-butyl-7-[3-(2-chloro-4-fluoro-benzoyl)-3,8-diazabicyclo[3.2.1]octan-8-yl]-N-(trideuteriomethyl)indole-5-sulfonamide